4-((7-fluoroquinolin-4-yl)oxy)piperidine-1-carboxylic acid tert-butyl ester C(C)(C)(C)OC(=O)N1CCC(CC1)OC1=CC=NC2=CC(=CC=C12)F